(4aS,5aR)-5,5-difluoro-5a-methyl-N-[1-(piperidin-4-yl)pyrazol-4-yl]-1H,4H,4aH,6H-cyclopropa[f]indazole-3-carboxamide FC1([C@H]2CC=3C(=NNC3C[C@]21C)C(=O)NC=2C=NN(C2)C2CCNCC2)F